ClC=1C=C(C(=NC1)OC)S(=O)(=O)NC1=C(C(=CC=C1)C1=CC=C2C(=NNC2=C1F)C=1NC=CN1)Cl 5-chloro-N-(2-chloro-3-(7-fluoro-3-(1H-imidazol-2-yl)-1H-indazol-6-yl)phenyl)-2-methoxy-pyridine-3-sulfonamide